N(=[N+]=[N-])CC(CN=[N+]=[N-])NC(OCCCC)=O butyl (1,3-diazidopropan-2-yl)carbamate